FC1(CCC2=C1N=C(N=C2C=2C=C(C=CC2)C2(CS(C2)(=O)=O)N)S(=O)(=O)C)F 3-[3-(7,7-difluoro-2-methylsulfonyl-5,6-dihydrocyclopenta[d]pyrimidin-4-yl)phenyl]-1,1-dioxo-thietan-3-amine